C1N(CCC12CCCC2)CC=2C=CC=1N(C2)C=CN1 6-({2-azaspiro[4.4]nonan-2-yl}methyl)imidazo[1,2-a]pyridin